N-(4-Amino-1H-pyrazolo[4,3-c]pyridin-7-yl)-2-oxo-2-[rac-(2R,5R)-5-methyl-2-(2-methylpyrazol-3-yl)-1-piperidyl]acetamide Hydrogen chloride Cl.NC1=NC=C(C2=C1C=NN2)NC(C(N2[C@H](CC[C@H](C2)C)C=2N(N=CC2)C)=O)=O |r|